CC(C=O)CC1=CC=C(C=C1)C(C)C 2-methyl-3-(4'-isopropylphenyl)propanal